[SiH]1(CCC1)C=1C(=C2C(=C(C(C2=CC1)[Zr]C1C(=C(C2=C(C(=CC=C12)[SiH]1CCC1)C1=CC=CC=C1)C1C(=CC2=C(C(=CC=C12)C)C1=CC=CC=C1)C=1OC(=CC1)C)C=1OC(=CC1)C)C=1OC(=CC1)C)C1C(=CC2=C(C(=CC=C12)C)C1=CC=CC=C1)C=1OC(=CC1)C)C1=CC=CC=C1 Bis[silacyclobutyl-{2-(5-methyl-2-furyl)-4-phenyl-5-methyl-1-indenyl}{2-(5-methyl-2-furyl)-4-phenyl-1-indenyl}]zirconium